1-Methyl-1H-1,2,3-triazol-4-amine CN1N=NC(=C1)N